N-((2-(6-((cis)-2,6-dimethylmorpholino)-4-fluoropyridin-2-yl)-1,6-naphthyridin-7-yl)methyl)-3-((fluoromethyl)sulfonyl)benzamide C[C@@H]1O[C@@H](CN(C1)C1=CC(=CC(=N1)C1=NC2=CC(=NC=C2C=C1)CNC(C1=CC(=CC=C1)S(=O)(=O)CF)=O)F)C